5-{4-[(1R)-1-{[5-(aminomethyl)-2-methylphenyl]formamido}ethyl]quinolin-2-yl}-1H-pyrrole-3-carboxamide NCC=1C=CC(=C(C1)C(=O)N[C@H](C)C1=CC(=NC2=CC=CC=C12)C1=CC(=CN1)C(=O)N)C